1-di-n-butylamino-3,4-dimethylenehex-5-ene C(CCC)N(CCC(C(C=C)=C)=C)CCCC